N[C@]1(CN(C[C@@H]1CCCB(O)O)CC1NCC2=CC(=CC=C2C1)Cl)C(=O)O (3R,4S)-3-amino-4-(3-boronopropyl)-1-((7-chloro-1,2,3,4-tetrahydroisoquinolin-3-yl)methyl)pyrrolidine-3-carboxylic acid